C(CC1=CC=CC=C1)[Na] phenethyl-sodium